N[C@H](C(=O)N1[C@@H](C[C@H](C1)O)C(=O)N[C@@H](C)C1=CC=C(C=C1)C1=C(C=CC=C1F)F)C(C)(C)C (2S,4R)-1-[(2S)-2-amino-3,3-dimethyl-butanoyl]-N-[(1S)-1-[4-(2,6-difluorophenyl)phenyl]ethyl]-4-hydroxy-pyrrolidine-2-carboxamide